2-((2S,3S,4R)-2-((benzylamino)methyl)-5-chloro-6-fluoro-3-methyl-2-phenyl-2,3-dihydrobenzofuran-4-yl)-3-fluoro-4-((2S)-2-((tetrahydro-2H-pyran-2-yl)oxy)propoxy)benzamide C(C1=CC=CC=C1)NC[C@@]1(OC2=C([C@@H]1C)C(=C(C(=C2)F)Cl)C2=C(C(=O)N)C=CC(=C2F)OC[C@H](C)OC2OCCCC2)C2=CC=CC=C2